NC1=NC=NN2C1=C(C=C2C=2C=C(C(=NC2)OC)C(=O)N[C@@H]2CN(C[C@@H]2F)C([C@@](C(F)(F)F)(C)O)=O)Cl 5-{4-amino-5-chloropyrrolo[2,1-f][1,2,4]triazin-7-yl}-N-[(3R,4S)-4-fluoro-1-[(2R)-3,3,3-trifluoro-2-hydroxy-2-methylpropanoyl]pyrrolidin-3-yl]-2-methoxypyridine-3-carboxamide